NC1=C(C=C(C=N1)C=1C=NN(C1)C1CCN(CC1)CCCCCCCCNC1=C2C(N(C(C2=CC=C1)=O)C1C(NC(CC1)=O)=O)=O)O[C@H](C)C1=C(C(=CC=C1Cl)F)Cl 4-((8-(4-(4-(6-amino-5-((R)-1-(2,6-dichloro-3-fluorophenyl)ethoxy)pyridin-3-yl)-1H-pyrazol-1-yl)piperidin-1-yl)octyl)amino)-2-(2,6-dioxopiperidin-3-yl)isoindoline-1,3-dione